C(C)OC(=O)C=1C(NC(N(C1C)C1=CC(=CC=C1)C(=O)OC)=O)C1=C(C=C(C=C1)F)OC(C)=O.ClC1=NC=CC(=N1)OC1=CC=C2CC(NC2=C1)=O 6-((2-chloropyrimidin-4-yl)oxy)indolin-2-one Ethyl-4-(2-acetoxy-4-fluorophenyl)-1-(3-(methoxycarbonyl)phenyl)-6-methyl-2-oxo-1,2,3,4-tetrahydropyrimidine-5-carboxylate